NC1=C(C(=C(C=C1)C1=CC(=CC=C1)C(F)(F)F)N)C(F)(F)F diamino-3,3'-bistrifluoromethyl-biphenyl